NC1=CC=C(OC(C)CCCCCCC)C=C1 2-(4-aminophenoxy)nonane